C1(=CC=CC=C1)C12OCC(CO1)(CO2)CC 1-phenyl-4-ethyl-2,6,7-trioxabicyclo[2.2.2]octane